4-(2-(4-fluorophenyl)-1H-pyrrolo-[2,3-b]pyridin-5-yl)-N-(3,3,3-trifluoro-2-hydroxypropyl)thiazole-2-carboxamide FC1=CC=C(C=C1)C1=CC=2C(=NC=C(C2)C=2N=C(SC2)C(=O)NCC(C(F)(F)F)O)N1